FC1=C(C(=NC(=N1)C1=CN=NC=C1C)OC)C(F)(F)F 6-fluoro-4-methoxy-2-(5-methyl-4-pyridazinyl)-5-trifluoromethylpyrimidine